COC1=NC=CC=C1C=1C=NN2C1N=C(C=C2)N2CCN(CC2)C(=O)OC2CN(CC2)C(=O)OC(C)(C)C (1-tert-butoxycarbonylpyrrolidin-3-yl) 4-[3-(2-methoxy-3-pyridyl)pyrazolo[1,5-a]pyrimidin-5-yl]piperazine-1-carboxylate